5-((5-Chloro-2-(4-chloro-3,5-dimethyl-1H-pyrazol-1-yl)pyrimidin-4-yl)amino)-3-(3-hydroxy-3-methylbutyl)-1-methyl-1,3-dihydro-2H-benzo[d]imidazol-2-on ClC=1C(=NC(=NC1)N1N=C(C(=C1C)Cl)C)NC1=CC2=C(N(C(N2CCC(C)(C)O)=O)C)C=C1